(±)-(trans)-3-(4-(4-((((cyclobutyl-methyl)(methyl)carbamoyl)oxy)methyl)-3-methylisoxazol-5-yl)phenoxy)cyclohexane-1-carboxylic acid C1(CCC1)CN(C(=O)OCC=1C(=NOC1C1=CC=C(O[C@@H]2C[C@H](CCC2)C(=O)O)C=C1)C)C |r|